ClC1=CC=C(CC2(NC3=CC=CC=C3N=C2NC2=CC=C(C=C2)Cl)N)C=C1 2-(4-chlorobenzyl)-N3-(4-chlorophenyl)quinoxaline-2,3-diamine